[I-].C[N+]1=CC=C(C=C1)C1=CC=CC=C1 N-Methyl-4-phenylpyridinium iodide